ClC1=NN=C(N=N1)Cl dichloro-1,2,4,5-tetrazine